O=C1N(C=2C(=NC=C(C2)C2CCOCC2)N1)[C@H]1CN(CC1)C(=O)OC(C)(C)C |r| (rac)-tert-butyl 3-(2-oxo-6-tetrahydropyran-4-yl-3H-imidazo[4,5-b]pyridin-1-yl)pyrrolidine-1-carboxylate